N[C@H](CC1=CC=CC=C1)C(=O)N1[C@@H](CCC1)C(=O)N[C@@H](CCCNC(N)=N)C(=O)O d-phenylalanyl-prolyl-arginine